2-(4-(2-((triisopropylsilyl)oxy)ethyl)phenyl)acetyl chloride C(C)(C)[Si](OCCC1=CC=C(C=C1)CC(=O)Cl)(C(C)C)C(C)C